O=C(CC=1C=C(C=CC1)CC(=O)N)C M-(2-oxopropyl)-2-phenylacetamide